C(C1=CC=CC=C1)N1CC(C(CC1)N1CC2(C1)CCN(CC2)C2=CC=CC=1N(C(N(C12)C)=O)C1C(NC(CC1)=O)=O)(F)F 3-(4-(2-(1-Benzyl-3,3-difluoropiperidin-4-yl)-2,7-diazaspiro[3.5]nonan-7-yl)-3-methyl-2-oxo-2,3-dihydro-1H-benzo[d]imidazol-1-yl)piperidine-2,6-dione